FC1=C(C(=C(C=C1)C1=NC(=C2C(=NN(C2=N1)C)CC)N)C(F)(F)F)C1=CC=CC=C1 [(p-fluorophenyl-(trifluoromethyl)phenyl)-3-ethyl-1-methyl-1H-1,2,5,7-tetraazainden-4-yl]amine